N[C@H]1CN(CC=2C=C(C=NC12)C(F)(F)F)C(=O)OCC1=CC=CC=C1 Benzyl (S)-8-amino-3-(trifluoromethyl)-7,8-dihydro-1,6-naphthyridine-6(5H)-carboxylate